methyl p-toluate CC1=CC=C(C=C1)C(=O)OC